F[C@H]1CNCC[C@H]1OC1CN(C1)C1=CC=CC=2N(C(N(C21)C)=O)C2C(NC(CC2)=O)=O 3-[4-[3-[[(3S,4R)-3-Fluoro-4-piperidyl]oxy]azetidin-1-yl]-3-methyl-2-oxo-benzimidazol-1-yl]piperidine-2,6-dione